1-Ethyl 2-tert-butyl 6-(ethylsulfanyl)-3,4-dihydroisoquinoline-1,2(1H)-dicarboxylate C(C)SC=1C=C2CCN(C(C2=CC1)C(=O)OCC)C(=O)OC(C)(C)C